S1C(=C(C2=C1C=CC=C2)C(=O)[O-])C(=O)OCC ethyl benzothiophenedicarboxylate